[5-(6-methyl-1,2,4,5-tetrazin-3-yl)-2-(trifluoromethyl)phenyl]methanamine CC1=NN=C(N=N1)C=1C=CC(=C(C1)CN)C(F)(F)F